FC(=C(F)F)Br trifluorovinyl bromide